6-(pyrazolo[1,5-a]pyrazine-3-carbonyl)-4,5,6,7-tetrahydrothieno[2,3-c]pyridine-3-carboxylic acid N1=CC(=C2N1C=CN=C2)C(=O)N2CC1=C(CC2)C(=CS1)C(=O)O